(R) or (S)-4-[[1-[3-[(2,2-Difluoro-1,3-benzodioxol-5-yl)-methyl-carbamoyl]phenyl]-3-(trifluoromethyl)-6,7-dihydro-4H-pyrano[4,3-c]pyrazol-7-yl]oxy]benzoic acid FC1(OC2=C(O1)C=CC(=C2)N(C(=O)C=2C=C(C=CC2)N2N=C(C1=C2[C@H](COC1)OC1=CC=C(C(=O)O)C=C1)C(F)(F)F)C)F |o1:24|